N-(Benzo[d]thiazol-2-yl)-1-(2,6-difluorophenyl)-5-methyl-1H-1,2,3-triazole-4-carboxamide S1C(=NC2=C1C=CC=C2)NC(=O)C=2N=NN(C2C)C2=C(C=CC=C2F)F